O.CC=1NC=C(N1)C(=O)O 2-METHYL-1H-IMIDAZOLE-4-CARBOXYLIC ACID HYDRATE